CC(C(C)C)C(N)=O 1,2-dimethylcarbamoylpropane